(1,5-Dimethylpyrazol-3-yl)-[4-(1-methylpyrazol-4-yl)-3,4-dihydro-1H-isoquinolin-2-yl]methanone CN1N=C(C=C1C)C(=O)N1CC2=CC=CC=C2C(C1)C=1C=NN(C1)C